ClC1=CC=C(C(CC(C(=O)N)C)C=2NC(C=C(N2)C=2C=NC(=CC2)OCC2(COC2)C)=O)C=C1 4-chloro-3-{4-[6-(3-methyloxetan-3-ylmethoxy)pyridin-3-yl]-6-oxo-1,6-dihydropyrimidin-2-ylbenzyl}isobutyramide